C1(=CC=CC=C1)[C@H](C)O (S)-alpha-phenylethanol